N,N-dimethyl-3-(4-vinylphenoxy)propan-1-amine CN(CCCOC1=CC=C(C=C1)C=C)C